(E)-ethyl 4-(3-chloro-5-methoxy-4-(3-o-tolylacryloyloxy)phenyl)-6-methyl-2-oxo-1,2,3,4-tetrahydropyrimidine-5-carboxylate ClC=1C=C(C=C(C1OC(\C=C\C1=C(C=CC=C1)C)=O)OC)C1NC(NC(=C1C(=O)OCC)C)=O